Cl.N[C@@H]1[C@@H](OCC12CCN(CC2)C=2N(C(C1=C(N2)NN=C1C1=C(C2=C(N(N=C2C=C1)C)Cl)Cl)=O)C)C 6-[(3S,4S)-4-amino-3-methyl-2-oxa-8-aza-spiro[4.5]decan-8-yl]-3-(3,4-dichloro-2-methyl-2H-indazol-5-yl)-5-methyl-1H,4H,5H-pyrazolo[3,4-d]pyrimidin-4-one hydrochloride salt